ClC1=C(NC(C2=CC=CC=C12)=O)C 4-chloro-3-methylisoquinolin-1(2H)-one